C1(=CC=CC=C1)\C=C(/CC)\[C@H]1[C@@H](C1)NC1CC2(CN(C2)C(=O)OC(C)(C)C)C1 tert-butyl 6-(((1R,2S)-2-((E)-1-phenylbut-1-en-2-yl) cyclopropyl) amino)-2-azaspiro[3.3]heptane-2-carboxylate